4-(hydroxymethyl)-3-nitro-benzamide OCC1=C(C=C(C(=O)N)C=C1)[N+](=O)[O-]